The molecule is an octadeca-9,11-dienoic acid having 9-trans,11-trans-stereochemistry. It has a role as an apoptosis inducer, an antineoplastic agent, an anti-inflammatory agent, an antiatherogenic agent, a bacterial xenobiotic metabolite and a human metabolite. CCCCCC/C=C/C=C/CCCCCCCC(=O)O